ClC1=CC=C(C(=N1)N1N=C(C=C1C#N)OC(F)F)C(F)F 2-[6-chloro-3-(difluoromethyl)-2-pyridyl]-5-(difluoromethoxy)pyrazole-3-carbonitrile